tert-butyl (S)-(3-oxo-2,3,4,5-tetrahydro-1H-benzo[c]azepin-4-yl)carbamate O=C1[C@H](CC2=C(CN1)C=CC=C2)NC(OC(C)(C)C)=O